tert-Butyl 3-methylpyrazole-1-carboxylate CC1=NN(C=C1)C(=O)OC(C)(C)C